N-(3-((5-methyl-6-cyanopyridin-3-yl)oxy)-2,2,4,4-tetramethylcyclobutyl)acetamide CC=1C=C(C=NC1C#N)OC1C(C(C1(C)C)NC(C)=O)(C)C